CC1=C(C=C(C=C1)C)OC 2,5-Dimethylanisole